tert.-Butyl 3-{[2-(4-bromophenyl)imidazo[1,2-a]-pyrimidin-3-yl]methyl}-3,8-diazabicyclo-[3.2.1]octane-8-carboxylate BrC1=CC=C(C=C1)C=1N=C2N(C=CC=N2)C1CN1CC2CCC(C1)N2C(=O)OC(C)(C)C